N-(3,4-dichlorobenzyl)-3-(3,4,5-trimethoxyphenyl)-1H-pyrazole-5-carboxamide ClC=1C=C(CNC(=O)C2=CC(=NN2)C2=CC(=C(C(=C2)OC)OC)OC)C=CC1Cl